(1S,3S)-N-(3-cyanophenyl)-3-hydroxy-3-methyl-N-((4-(5-(trifluoromethyl)-1,2,4-oxadiazol-3-yl)bicyclo[2.2.2]octan-1-yl)methyl)cyclobutane-1-carboxamide C(#N)C=1C=C(C=CC1)N(C(=O)C1CC(C1)(C)O)CC12CCC(CC1)(CC2)C2=NOC(=N2)C(F)(F)F